platinum(II) nitrate [N+](=O)([O-])[O-].[Pt+2].[N+](=O)([O-])[O-]